4-(4-chloro-5,6,7,8-tetrahydrophthalazin-1-yl)-3-methoxybenzonitrile ClC1=NN=C(C=2CCCCC12)C1=C(C=C(C#N)C=C1)OC